ClC=1C(N(N=CC1Cl)CCl)=O 4,5-dichloro-2-(chloromethyl)pyridazin-3(2H)-one